4-((2-cyanophenyl)thio)-6-(5-methyl-1-((1s,4s)-4-methyl-4-(methylamino)cyclohexyl)-1H-pyrazol-4-yl)pyrazolo[1,5-a]pyridine-3-carbonitrile C(#N)C1=C(C=CC=C1)SC=1C=2N(C=C(C1)C=1C=NN(C1C)C1CCC(CC1)(NC)C)N=CC2C#N